CC(COC1=CC=C(C=C1)C(=O)N1C[C@H](CC1)C1=CC=C(C=C1)F)(CN1N=NN=C1)C (R)-(4-(2,2-Dimethyl-3-(1H-tetrazol-1-yl)propoxy)phenyl)(3-(4-fluorophenyl)pyrrolidin-1-yl)methanon